O1C(CCCC1)N1N=CC=2C1=NC=C(C2)OC2CCC1(C(NC3=CC=CC=C13)=O)CC2 4-(1-tetrahydropyran-2-ylpyrazolo[3,4-b]pyridin-5-yl)oxyspiro[cyclohexane-1,3'-indoline]-2'-one